[NH4+].COC1=CC(=CC=C1O)\C=C\C(=O)CC(=O)\C=C\C1=CC=C(O)C(OC)=C1 curcumin ammonium